C(CCCCCCCCCCCCCCCCC(=O)[O-])(=O)OCCCCCCC(CCCCCCOC(CCCCCCCCCCCCCCCCC(=O)[O-])=O)OC(NCCOCCN(C)C)=O O1-(7-(((2-(2-(dimethylamino) ethoxy) ethyl) carbamoyl) oxy) tridecane-1,13-diyl) di(octadecanedioate)